NCCCNC1=CC=CC=C1 N-aminopropyl-aniline